CN1N=CC(=C1)C1=CC(=C(C=C1)NC=O)OC(F)(F)F N-(4-(1-methyl-1H-pyrazol-4-yl)-2-(trifluoromethoxy)phenyl)formamide